FC(C=1C=C(C=C(C1)C)NC1=NC=C(C(=N1)NC=1C=CC2=C(NC(O2)=O)C1)C)F 5-(2-(3-(difluoromethyl)-5-methylphenylamino)-5-methylpyrimidin-4-ylamino)benzo[d]oxazol-2(3H)-one